C(C)(C)(C)OC(=O)[C@@H]1C[C@H](C1)S(=O)(=O)N1CCC(CC1)C1=C(C(N=C(N1)C1=C(C=C(C=C1F)F)F)C1=C(C(=C(C=C1)F)F)Cl)C(=O)OCC (trans)-Ethyl 6-(1-((3-(tert-butoxycarbonyl)cyclobutyl)sulfonyl)-piperidin-4-yl)-4-(2-chloro-3,4-difluorophenyl)-2-(2,4,6-trifluorophenyl)-1,4-dihydropyrimidine-5-carboxylate